2-(3,4-dichlorophenyl)-1-ethyl-5-[2-fluoro-5-(trifluoromethoxy)phenyl]-4-oxo-pyridine-3-carboxylic acid ClC=1C=C(C=CC1Cl)C=1N(C=C(C(C1C(=O)O)=O)C1=C(C=CC(=C1)OC(F)(F)F)F)CC